2-(4-benzyl-3-(3,4-difluorophenyl)-5-hydroxy-1H-pyrazol-1-yl)thiazole-4-carboxylic acid C(C1=CC=CC=C1)C=1C(=NN(C1O)C=1SC=C(N1)C(=O)O)C1=CC(=C(C=C1)F)F